2-(2-chloro-5-fluoro-4-methoxy-phenyl)-4,4,5,5-tetramethyl-1,3,2-dioxaborolane ClC1=C(C=C(C(=C1)OC)F)B1OC(C(O1)(C)C)(C)C